OC[C@H](C1=CC=CC=C1)NC1=CC(=NC=C1C1=NC(=NO1)C1CCN(CC1)C)NC1=CC=C2C(=N1)CNC2=O (S)-2-((4-((2-hydroxy-1-phenylethyl)amino)-5-(3-(1-methylpiperidin-4-yl)-1,2,4-oxadiazol-5-yl)pyridin-2-yl)amino)-6,7-dihydro-5H-pyrrolo[3,4-b]pyridin-5-one